F[C@H]1C[C@H](N2N=C(N=C21)N2N=CC(=C2)C(F)(F)F)C2=CC=CC=C2 (5s,7s)-7-fluoro-5-phenyl-2-[4-(trifluoromethyl)pyrazol-1-yl]-6,7-dihydro-5H-pyrrolo[1,2-b][1,2,4]triazole